C(C(C)C)O\N=C(/COC1=CC(=NN1C)C(F)(F)F)\C1=C(C=C(C=C1)Cl)Cl (Z)-1-(2,4-dichlorophenyl)-2-((1-methyl-3-(trifluoromethyl)-1H-pyrazol-5-yl)oxy)ethan-1-one-isobutyl oxime